C1C2(C=CC3=CC=CC=C13)OC(CC2)=O 3H-spiro[furan-2,2'-naphthalene]-5(4H)-one